C(C)(C)(C)OC(=O)N1C(CCCC1)C1=NC(=CC=C1)OCC1=NC(=C(C=C1)C)OC(F)F (6-((6-(difluoromethoxy)-5-methylpyridin-2-yl)methoxy)pyridin-2-yl)piperidine-1-carboxylic acid tert-butyl ester